O1CCC(CC1)C1=CC2=C(C(=NO2)N)C2=C1CCO2 4-(Tetrahydro-2H-pyran-4-yl)-2,3-dihydrobenzofuro[7,6-d]isoxazol-8-amine